N-Phenyl-maleinimid C1(=CC=CC=C1)N1C(C=CC1=O)=O